(1R,2S,3S,5R)-3-{5-bromo-2-chloropyrrolo[2,3-d]pyrimidin-7-yl}-5-(piperidin-4-yl)cyclopentane-1,2-diol BrC1=CN(C=2N=C(N=CC21)Cl)[C@@H]2[C@@H]([C@@H]([C@H](C2)C2CCNCC2)O)O